CCCCCCCCC(CCCCCCCC)OC(CCCCCCCC(CCCCCCCC(=O)O)=O)=O 17-(heptadec-9-yloxy)-9,17-dioxoheptadecanoic acid